benzyl N-{2-tert-butyl-5-[(1S,3R)-3-hydroxycyclopentyl]pyrazol-3-yl}carbamate C(C)(C)(C)N1N=C(C=C1NC(OCC1=CC=CC=C1)=O)[C@@H]1C[C@@H](CC1)O